N-[(2S)-4-amino-2-cyclopropyl-4-oxobutan-2-yl]-4-cyclopropyl-3-(6-fluoropyridin-3-yl)benzamide NC(C[C@@](C)(C1CC1)NC(C1=CC(=C(C=C1)C1CC1)C=1C=NC(=CC1)F)=O)=O